3-(1H-TETRAZOL-5-YL)PROPANOIC ACID N1N=NN=C1CCC(=O)O